O[C@H]1C=2C=CC(=CC2CC[C@H]1[C@@H]1N2C(C3=CC=CC=C13)=CN=C2)C#N (5R,6S)-5-hydroxy-6-((S)-5H-imidazo[5,1-a]isoindol-5-yl)-5,6,7,8-tetrahydronaphthalene-2-carbonitrile